dimethyl-3-hydroxyethylimidazolium tetrafluoroborate F[B-](F)(F)F.CC=1[N+](=C(NC1)C)CCO